1-(4-((1R,2S)-4,4-difluoro-2-(2-fluorophenyl)-6-hydroxy-1,2,3,4-tetrahydronaphthalen-1-yl)phenyl)piperidine-4-carbaldehyde FC1(C[C@@H]([C@@H](C2=CC=C(C=C12)O)C1=CC=C(C=C1)N1CCC(CC1)C=O)C1=C(C=CC=C1)F)F